(4-(8-methoxyquinazolin-4-yl)phenethyl)phosphonic acid COC=1C=CC=C2C(=NC=NC12)C1=CC=C(CCP(O)(O)=O)C=C1